(3RS)-3-{5-[(3S)-3-(hydroxymethyl)pyrrolidin-1-yl]-1-oxo-3H-isoindol-2-yl}piperidine-2,6-dione OC[C@@H]1CN(CC1)C=1C=C2CN(C(C2=CC1)=O)[C@H]1C(NC(CC1)=O)=O |&1:17|